rel-(6R,7R)-N-ethyl-2,2-dioxo-7-({[(1s,4s)-4-phenylcyclohexyl]oxy}methyl)-2λ6-thia-1,8-diazaspiro[5.5]undecane-8-carboxamide C(C)NC(=O)N1[C@H]([C@]2(CCCS(N2)(=O)=O)CCC1)COC1CCC(CC1)C1=CC=CC=C1 |o1:6,7|